7-(2-(4-(cyclopropanecarbonyl)piperazine-1-carbonyl)morpholino)-4-(trifluoromethyl)-2,5,6,7-tetrahydro-3H-cyclopenta[c]pyridazin-3-one C1(CC1)C(=O)N1CCN(CC1)C(=O)C1OCCN(C1)C1CCC=2C1=NNC(C2C(F)(F)F)=O